cyclooctadiene Platinum dichloride [Pt](Cl)Cl.C1=CC=CCCCC1